C1(CC1)C1=CC=C(C=C1)C=1OC(=C(N1)C(=O)NCCN(C)C)C1=CC=CC=C1 (4-cyclopropylphenyl)-N-(2-(dimethylamino)ethyl)-5-phenyloxazole-4-carboxamide